ClC1=NC(=C(C=C1C(=O)OCC)C#N)C ethyl 2-chloro-5-cyano-6-methylpyridine-3-carboxylate